1-((3,5-dimethoxyphenyl)ethynyl)-3-(pyrrolidin-3-yl)imidazo[1,5-a]pyrazin-8-amine hydrochloride Cl.COC=1C=C(C=C(C1)OC)C#CC=1N=C(N2C1C(=NC=C2)N)C2CNCC2